CC=1C=CC(=C(C1)O)C=1C=2N(C(=NN1)N[C@H]1CN(CCC1)C)C=CC2C (R)-5-methyl-2-(8-methyl-4-((1-methylpiperidin-3-yl)amino)pyrrolo[1,2-d][1,2,4]triazin-1-yl)phenol